1-amino-4-chloro-3,7-dimethyl-3,8-dihydro-9H-pyrazolo[4,3-f]quinazolin-9-one NC1=NN(C=2C1=C1C(NC(=NC1=CC2Cl)C)=O)C